methyl 2-(5-bromo-1-methylpyrazol-3-yl)-3-methylbutanoate BrC1=CC(=NN1C)C(C(=O)OC)C(C)C